ClC=1C=C(C2=C(N=C(S2)NC(=O)C2(CCCC2)C)C1)Cl N-(5,7-dichloro-1,3-benzothiazol-2-yl)-1-methylcyclopentane-1-carboxamide